2-[2-(3,5-Difluoropyridin-2-yl)hydrazono]propionaldoxime FC=1C(=NC=C(C1)F)NN=C(C=NO)C